2-[(2-chloro-3-fluoro-benzoyl)amino]-4-[oxetan-3-yl-[4-(5,6,7,8-tetrahydro-1,8-naphthyridin-2-yl)butyl]amino]butanoic acid ClC1=C(C(=O)NC(C(=O)O)CCN(CCCCC2=NC=3NCCCC3C=C2)C2COC2)C=CC=C1F